[Si](C)(C)(C(C)(C)C)OCC1=CC=C2[C@](NC(NC2=C1)=S)(C(F)(F)F)C#CC1CC1 (S)-7-(((tert-butyldimethylsilyl)oxy)methyl)-4-(cyclopropylethynyl)-4-(trifluoromethyl)-3,4-dihydroquinazolin-2(1H)-thione